C[C@H](C(=O)OCC1=CC=CC=C1)C=C benzyl (S)-2-methyl-3-butenoate